CC1=C(C=CC(=C1)C)C1CC=2C=NN(C(C2CC1)=O)C1=NC=C(C=C1)OC 6-(2,4-dimethylphenyl)-2-(5-methoxypyridin-2-yl)-5,6,7,8-tetrahydrophthalazin-1(2H)-one